alpha-bromoacrylamide BrC(C(=O)N)=C